1-(4,4-difluorocyclohexyl)pyrazol-3-amine FC1(CCC(CC1)N1N=C(C=C1)N)F